(±)-N-(1-(methyl-d3)-2-oxo-8-(7-oxa-2-azaspiro[3.5]nonan-2-yl)-2,3,4,5-tetrahydro-1H-benzo[b]azepin-3-yl)-4-phenoxypyridine-2-carboxamide C(N1C2=C(CC[C@H](C1=O)NC(=O)C1=NC=CC(=C1)OC1=CC=CC=C1)C=CC(=C2)N2CC1(C2)CCOCC1)([2H])([2H])[2H] |r|